FC(C(=O)O)(F)F.NCCS(=O)(=O)NC(CCCCCCC\C=C/CCCCCCCC)=O N-((2-Aminoethyl)sulfonyl)oleamide Trifluoroacetate